C(CCCCC)C1C(OC(C1)=O)=O 3-hexyl-tetrahydrofuran-2,5-dione